4-[2-[2,6-Dichloro-4-(1-methylpyrazol-4-yl)benzoyl]-3,4-dihydro-1H-isoquinolin-5-yl]-2-morpholin-4-ylbenzoic acid ClC1=C(C(=O)N2CC3=CC=CC(=C3CC2)C2=CC(=C(C(=O)O)C=C2)N2CCOCC2)C(=CC(=C1)C=1C=NN(C1)C)Cl